[N-](S(=O)(=O)C(F)(F)F)S(=O)(=O)C(F)(F)F.C(CC)N1CCCC1 propyl-pyrrolidine bis(trifluoromethylsulfonyl)imide salt